dimethyl-(2-methacryloyloxyethyl)(carboxylatomethyl)aminium C[N+](CC(=O)[O-])(CCOC(C(=C)C)=O)C